ClC1=C(C(=CC=C1)Cl)C=1N=C2C=3C=C(C=NC3C=CN2C1C(=O)N)C=1C=NN(C1)C1CCOCC1 2-(2,6-Dichlorophenyl)-9-(1-(tetrahydro-2H-pyran-4-yl)-1H-pyrazol-4-yl)imidazo[2,1-f][1,6]naphthyridine-3-carboxamide